C1=CC=CC=2C3=CC=CC=C3C(C12)COC(=O)NC(C1=CC=C(OCC(=O)O)C=C1)C1=C(C=C(C=C1)OC)OC 2-(4-(((((9H-Fluoren-9-yl)methoxy)-carbonyl)amino)(2,4-dimethoxyphenyl)methyl)phenoxy)-acetic acid